7'-Bromo-4'H-spiro[cyclobutane-1,3'-pyrrolo[1,2-a]pyrazin]-1'(2'H)-one BrC=1C=C2N(CC3(NC2=O)CCC3)C1